(S)-6-bromo-1'-(5-(2,3-dichlorophenyl)-6-methylimidazo[1,5-a]pyrazin-8-yl)-1,3-dihydrospiro[indene-2,4'-piperidin]-1-amine BrC1=CC=C2CC3(CCN(CC3)C=3C=4N(C(=C(N3)C)C3=C(C(=CC=C3)Cl)Cl)C=NC4)[C@@H](C2=C1)N